(2R,3S,4S,5R,6R)-2-(hydroxymethyl)-6-(pent-4-en-1-ylthio)tetrahydro-2H-pyran-3,4,5-triyl triacetate C(C)(=O)O[C@H]1[C@H](O[C@@H]([C@@H]([C@H]1OC(C)=O)OC(C)=O)SCCCC=C)CO